O1N=C(C=C1)NC(C[N+]1(CCCCCC1)CC(=O)NC1=C(SC=C1C)C(=O)OC(C)(C)C)=O tert-butyl 3-[[2-[1-[2-(isoxazol-3-ylamino)-2-oxo-ethyl]azepan-1-ium-1-yl]acetyl]amino]-4-methyl-thiophene-2-carboxylate